(4-amino-1-tert-butyl-pyrazolo[3,4-d]pyrimidin-3-yl)-N-(2-methylpyrazol-3-yl)-1H-indole-2-carboxamide NC1=C2C(=NC=N1)N(N=C2N2C(=CC1=CC=CC=C21)C(=O)NC=2N(N=CC2)C)C(C)(C)C